azetidin-3-yl 1-[4-[[4-[[2-(6-methyl-2-pyridyl)pyrimidin-4-yl]amino]pyrimidin-2-yl]amino]phenyl]piperidine-4-carboxylate CC1=CC=CC(=N1)C1=NC=CC(=N1)NC1=NC(=NC=C1)NC1=CC=C(C=C1)N1CCC(CC1)C(=O)OC1CNC1